CC1=CC=C(C=C1)N(C(N)=O)C1=CC=C(C=C1)C 3,N'-bis(4-methylphenyl)urea